CN(C(=O)N1CCN(CC1)C1=CC(=CC=2N1C=NC2C=2C=NC(=CC2)C)S(NC2(CC2)C)(=O)=O)C N,N-dimethyl-4-(7-(N-(1-methyl-cyclopropyl)sulfamoyl)-1-(6-methylpyridin-3-yl)imidazo[1,5-a]pyridin-5-yl)piperazine-1-carboxamide